(S)-4-(2-methyl-4-oxopiperidin-1-yl)phthalonitrile C[C@@H]1N(CCC(C1)=O)C=1C=C(C(C#N)=CC1)C#N